C(CC#C)NC(C(C)(C=1OC(=NN1)C1=C(C=CC=C1)NC1=CC=C(C=C1)C(F)(F)F)C)=O N-(but-3-yn-1-yl)-2-methyl-2-(5-(2-((4-(trifluoromethyl)phenyl)amino)phenyl)-1,3,4-oxadiazol-2-yl)propanamide